ClC1=CC(=CN=N1)OC=1N=CC=2CCC3=C(C2C1F)NC1=C3C(NCC1)=O 2-((6-chloropyridazin-4-yl)oxy)-1-fluoro-5,6,8,9,10,11-hexahydro-7H-pyrido[3',4':4,5]pyrrolo[2,3-f]isoquinolin-7-one